tert-Butyl 5-(3'-(methoxycarbonyl)-5'-(4-(4-(trifluoromethyl)phenyl)-1H-1,2,3-triazol-1-yl)-[1,1'-biphenyl]-4-yl)-2-azabicyclo[2.2.2]octane-2-carboxylate COC(=O)C=1C=C(C=C(C1)N1N=NC(=C1)C1=CC=C(C=C1)C(F)(F)F)C1=CC=C(C=C1)C1C2CN(C(C1)CC2)C(=O)OC(C)(C)C